NCCC(CN1CCN(CC1)C1=C(C(=CC=C1)Cl)Cl)O 4-amino-1-(4-(2,3-dichlorophenyl)piperazin-1-yl)butan-2-ol